C(C)C1(C([C@@H](OC1=O)CC(=O)OCC1=CC=CC=C1)=C)CCCC1=CC=CC=C1 Benzyl 2-((2S)-4-ethyl-3-methylene-5-oxo-4-(3-phenylpropyl)tetrahydrofuran-2-yl)acetate